1-benzyl-3-(1-(6-chloro-8-fluoro-7-(2-fluorophenyl)quinazolin-4-yl)piperidin-4-yl)thiourea C(C1=CC=CC=C1)NC(=S)NC1CCN(CC1)C1=NC=NC2=C(C(=C(C=C12)Cl)C1=C(C=CC=C1)F)F